6-(3-chloro-4-methyl-phenoxy)-3-pyridyl-1H-imidazo[4,5-b]pyridin-2-one ClC=1C=C(OC2=CC=C(C=N2)N2C(NC3=NC=CC=C32)=O)C=CC1C